6-chloro-N-(5-chloro-1-(2,2-difluoroethyl)-1H-pyrazol-4-yl)-1H-indole-3-sulfonamide ClC1=CC=C2C(=CNC2=C1)S(=O)(=O)NC=1C=NN(C1Cl)CC(F)F